CC1=C2CC3(CCNCC3)C(C2=CC=C1)N 4-methyl-1,3-dihydrospiro[indene-2,4'-piperidine]-1-amine